7-Bromo-benzofuran BrC1=CC=CC=2C=COC21